ClC=1C=C2C(N(CN(C2=CC1C(F)F)C1=C(C=C(C=C1)F)C)C1=C(C=NC=C1)C)=O 6-chloro-7-(difluoromethyl)-1-(4-fluoro-2-methylphenyl)-3-(3-methylpyridin-4-yl)-2,3-dihydroquinazolin-4(1H)-one